C(C)(C)(C)OC(=O)N1C2CN(CC1CC2)C2=NC(=NC1=C(C(=C(C=C21)CC)Br)F)OCC21COC(C2)(C1)C 3-(7-bromo-6-ethyl-8-fluoro-2-((1-methyl-2-oxabicyclo[2.1.1]hexane-4-yl)methoxy)quinazolin-4-yl)-3,8-diazabicyclo[3.2.1]octane-8-carboxylic acid tert-butyl ester